2,3-dimethoxy-9-phenylacridine COC1=CC2=C(C3=CC=CC=C3N=C2C=C1OC)C1=CC=CC=C1